FC1=CC=C(C=C1)C1=CC(=C(C=N1)N1CCC(CC1)C(=O)O)C1=NN(C=C1)C 1-(6-(4-fluorophenyl)-4-(1-methyl-1H-pyrazol-3-yl)pyridin-3-yl)piperidine-4-carboxylic acid